12-ethyl-8-(2-phenoxyethyl)-4-oxa-8,12-diazadispiro[2.1.5.3]tridecan-13-one C(C)N1CC2(OC3(CC3)C1=O)CCN(CC2)CCOC2=CC=CC=C2